C1(CCCCC1)C(COCC)(COC)CCC(Br)Br 2-cyclohexyl-2-(3,3-dibromopropyl)-1-ethoxy-3-methoxy-propane